CC=1C=C2C(C3CC=CCC3C(C2=CC1)=O)=O 6-methyl-1,4,4a,9a-tetrahydroanthraquinone